N-{[(9-β-D-Ribofuranosyl-9H-purin-6-yl)amino]carbonyl}-L-threonine [C@@H]1([C@H](O)[C@H](O)[C@H](O1)CO)N1C2=NC=NC(=C2N=C1)NC(=O)N[C@@H]([C@H](O)C)C(=O)O